C(C)OC(NC1=C(C=CC=C1C1CC1)C#N)=O (2-Cyano-6-cyclopropylphenyl)carbamic acid ethyl ester